tert-butyl (3R,4S)-4-[[5-fluoro-4-(3,6,6-trimethyl-4-oxo-5H-thieno[2,3-c]pyrrol-2-yl)pyrimidin-2-yl]amino]-3-methylpiperidine-1-carboxylate FC=1C(=NC(=NC1)N[C@@H]1[C@@H](CN(CC1)C(=O)OC(C)(C)C)C)C1=C(C2=C(C(NC2=O)(C)C)S1)C